N-(2-(4-methoxybenzoyl)phenyl)-N-methylnitrosamide COC1=CC=C(C(=O)C2=C(C=CC=C2)N(N=O)C)C=C1